ruthenium biquinoline N1=C(C=CC2=CC=CC=C12)C1=NC2=CC=CC=C2C=C1.[Ru]